CERIUM GADOLINIUM OXIDE [O-2].[Gd+3].[Ce+3].[O-2].[O-2]